ClC1=C(C(=O)NNC(=O)OC[C@]2([C@@H](N3C(C[C@H]3S2(=O)=O)=O)C(=O)O)C)C=CC(=C1O)O (2S,3R,5R)-3-(((2-(2-chloro-3,4-dihydroxybenzoyl)hydrazinecarbonyl)oxy)methyl)-3-methyl-7-oxo-4-thia-1-azabicyclo[3.2.0]heptane-2-carboxylic acid 4,4-dioxide